(1r,4r)-N,N-dimethyl-4-((4-(methylamino)-5-(1,5-naphthyridin-2-yl)-7H-pyrrolo[2,3-d]pyrimidin-2-yl)amino)cyclohexane-1-carboxamide CN(C(=O)C1CCC(CC1)NC=1N=C(C2=C(N1)NC=C2C2=NC1=CC=CN=C1C=C2)NC)C